O=S1(=NCCC1)C1=C(C=C(C=N1)C1=NN(C(=C1C(=O)N)C(F)(F)F)C=1C=2C3=C(C(NC3=CC1)=O)C=CC2)C(F)(F)F (6-(1-oxo-4,5-dihydro-3H-1λ6-isothiazol-1-yl)-5-trifluoromethylpyridin-3-yl)-1-(2-oxo-1,2-dihydrobenzo[cd]indol-6-yl)-5-trifluoromethyl-1H-pyrazole-4-carboxamide